CC1(OC(CC(C1)C(=O)NC=1N=C2N(C=C(C=C2)C2=CC(=NC=C2)C)C1)(C)C)C 2,2,6,6-tetramethyl-N-[6-(2-methylpyridin-4-yl)imidazo[1,2-a]pyridin-2-yl]oxane-4-carboxamide